ClC1=C(CSC2=NN=C3N2C(=C(C(N3)=O)C)C)C=CC(=C1)Cl 3-[(2,4-dichlorobenzyl)sulfanyl]-5,6-dimethyl-[1,2,4]triazolo[4,3-a]pyrimidin-7(8H)-one